BrC=1N=C(SC1)C1=CN(C2=NC=C(C=C21)OC)S(=O)(=O)C2=CC=C(C)C=C2 4-bromo-2-(5-methoxy-1-tosyl-1H-pyrrolo[2,3-b]pyridin-3-yl)thiazole